FC=1C=CC(=NC1)N1CCNCC1 4-(5-Fluoropyridin-2-yl)piperazin